tert-butyl 2-methyl-4-oxo-3-((6-(trifluoromethyl) pyridin-3-yl) methyl)-3,5,7,8-tetrahydropyrido[4,3-d]pyrimidine-6(4h)-carboxylate CC=1N(C(C2=C(N1)CCN(C2)C(=O)OC(C)(C)C)=O)CC=2C=NC(=CC2)C(F)(F)F